(1-(3-(7-chloro-2-methylbenzo[d]thiazol-6-yl)-4-cyano-1H-pyrazolo[3,4-d]pyrimidin-6-yl)-4-(2-fluorophenyl)piperidin-4-yl)carbamate ClC1=C(C=CC=2N=C(SC21)C)C2=NNC1=NC(=NC(=C12)C#N)N1CCC(CC1)(C1=C(C=CC=C1)F)NC([O-])=O